phenylthienylmethylthiazolidine-2,4-dione C1(=CC=CC=C1)C1C(N(C(S1)=O)CC=1SC=CC1)=O